N-((1,2,3,5,6,7-hexahydro-s-indacen-4-yl)carbamoyl)-1-((1S,8aR)-3,3,8a-trimethyloctahydropyrrolo[1,2-a]pyrazin-1-yl)methanesulfonamide C1CCC2=C(C=3CCCC3C=C12)NC(=O)NS(=O)(=O)C[C@@H]1[C@@]2(N(CC(N1)(C)C)CCC2)C